[C-]#N.C(CCC)[NH+]1C(CCC1)C 1-Butyl-2-Methylpyrrolidinium cyanid